S1C=NC2=C1C=CC(=C2)NC2=CC=NC=1C=C3C(=CC21)S(CC3)(=O)=O 8-(benzo[d]thiazol-5-ylamino)-2,3-dihydrothieno[2,3-g]quinoline 1,1-dioxide